3-[[(1R)-1-(3,6-Dimethyl-4-oxo-2-phenyl-chromen-8-yl)ethyl]amino]-N-sulfamoyl-pyridine-2-carboxamide CC1=C(OC2=C(C=C(C=C2C1=O)C)[C@@H](C)NC=1C(=NC=CC1)C(=O)NS(N)(=O)=O)C1=CC=CC=C1